vanadium compound with oxalic acid dihydrate O.O.C(C(=O)O)(=O)O.[V]